C(C=C)(=O)N1C[C@@H](N(CC1)C1=NC(N2C3=C(C(=C(C=C13)Cl)C1=C(C=C(C=C1)F)F)SC[C@H]2C)=O)C (3R)-7-((S)-4-acryloyl-2-methylpiperazin-1-yl)-9-chloro-10-(2,4-difluorophenyl)-3-methyl-2H-[1,4]thiazino[2,3,4-ij]quinazolin-5(3H)-one